N1C[C@H](CCC1)NC1=NC=C(C(=N1)OC=1C=CC=C2CCCNC12)C(F)(F)F N-[(3S)-piperidin-3-yl]-4-(1,2,3,4-tetrahydroquinolin-8-yloxy)-5-(trifluoromethyl)pyrimidin-2-amine